(Z)-2-(5-Fluoro-1-(4-(4-fluorophenoxy)benzylidene)-2-propyl-1H-inden-3-yl)-acetic acid FC=1C=C2C(=C(/C(/C2=CC1)=C/C1=CC=C(C=C1)OC1=CC=C(C=C1)F)CCC)CC(=O)O